3-((2-oxaspiro[3.3]heptan-6-yl)methoxy)-4-nitro-1-((2-(trimethylsilyl)ethoxy)methyl)-1H-pyrazole C1OCC12CC(C2)COC2=NN(C=C2[N+](=O)[O-])COCC[Si](C)(C)C